N1=C(N=CC2=C1NCC2)N 6,7-dihydro-5H-pyrrolo[2,3-d]pyrimidin-2-amine